2-(2'-(pyrrolidin-1-yl)-[2,4'-bipyridin]-3'-yl)-1-((2-(trimethylsilyl)ethoxy)methyl)-1H-benzo[d]imidazole N1(CCCC1)C1=NC=CC(=C1C1=NC2=C(N1COCC[Si](C)(C)C)C=CC=C2)C2=NC=CC=C2